FC1=C(C=CC(=C1)F)[C@H](C)NC(CN1C(NC2=CC=C(C=C2C1)F)=O)=O N-[(1S)-1-(2,4-Difluorophenyl)ethyl]-2-(6-fluoro-2-oxo-1,4-dihydroquinazolin-3-yl)acetamide